C(C1=CC=CC=C1)OCCN1N=CC(=C1C(=O)NC1=C(C=C(C(=C1)C)Br)F)C 1-(2-(benzyloxy)ethyl)-N-(4-bromo-2-fluoro-5-methylphenyl)-4-methyl-1H-pyrazole-5-carboxamide